N-(2-hydroxyethyl)-12-hydroxystearamide OCCNC(CCCCCCCCCCC(CCCCCC)O)=O